C(#N)CN(S(=O)(=O)C1=CC=C(C(=O)NCCCCCCC(=O)OC(C)(C)C)C=C1)C(CCCCCNC1=CC=C(C2=NON=C21)[N+](=O)[O-])=O tert-butyl 7-(4-(N-(cyanomethyl)-N-(6-((7-nitrobenzo[c][1,2,5]oxadiazol-4-yl)amino)hexanoyl)sulfamoyl)benzamido)heptanoate